6-(4-(6,7-difluoro-2-(methyl-d3)-2H-indazol-4-yl)-2,6-difluorobenzyl)-6,7-dihydro-5H-pyrrolo[3,4-b]pyridin-5-one-7,7-d2 FC=1C=C(C2=CN(N=C2C1F)C([2H])([2H])[2H])C1=CC(=C(CN2C(C3=NC=CC=C3C2=O)([2H])[2H])C(=C1)F)F